C(=C)C1=CC=C(OC2=C(N=NN2)C(=O)O)C=C1 5-(4-vinylphenoxy)-1H-1,2,3-triazole-4-carboxylic acid